dimethyl-1,18-octadecenedicarboxylic acid CC(=C(C(=O)O)C)CCCCCCCCCCCCCCCCC(=O)O